(S)-cyclohexylalanine C1(CCCCC1)N[C@@H](C)C(=O)O